CN1C(N(C(C2=C1N=C(C=C2)C(F)(F)F)=O)CC(=O)NC(C)C2=CC=C(C=C2)CC(C)C)=O 1,4-Dihydro-1-methyl-N-[1-[4-(2-methylpropyl)phenyl]ethyl]-2,4-dioxo-7-(trifluoromethyl)pyrido[2,3-d]pyrimidine-3(2H)-acetamide